C(C)(C)(C)OC(=O)N1CCC(CC1)NS(=O)(=O)C1=C(C=CC=C1)N.C(CCCCCCC)C(C(=O)O)CCCCCCCC 2-Octyl-decanoic acid tert-butyl-4-(2-aminobenzenesulfonamido)piperidine-1-carboxylate